N1=C(C=CC2=CC=CC=C12)CC#N 2-(quinolin-2-yl)acetonitrile